5-Bromo-2-((4-methylpyrimidin-2-yl)oxy)benzonitrile BrC=1C=CC(=C(C#N)C1)OC1=NC=CC(=N1)C